N-[6-(difluoromethoxy)-5-fluoro-2-methoxy-3-pyridyl]-6-(2-fluoroethyl)-7-keto-1H-pyrrolo[2,3-c]pyridine-3-sulfonamide FC(OC1=C(C=C(C(=N1)OC)NS(=O)(=O)C1=CNC=2C(N(C=CC21)CCF)=O)F)F